CCC(CCC)OCCNCCCN1CCOCC1 N-(2-(3-hexoxy)ethyl)-3-morpholinopropan-1-amine